racemic-(R)-6-(1-(6-methylpyridin-3-yl)ethyl)quinoline-4-carboxylic acid methyl ester COC(=O)C1=CC=NC2=CC=C(C=C12)[C@@H](C)C=1C=NC(=CC1)C |r|